ClC1=CC=C(C=C1)N=C=[Se] 4-chlorophenyl isoselenocyanate